methyl 7-bromoheptanoate BrCCCCCCC(=O)OC